O=C1SC(C(N1)=O)CC=1C=C(C=CC1)CC=O 2-{3-[(2,4-dioxo-1,3-thiazolidin-5-yl)methyl]phenyl}acetaldehyde